5-(((S)-1-(((R)-1-((3R,4S)-3-fluoro-1-(5-(trifluoromethyl)pyrimidin-2-yl)piperidin-4-yl)-2-oxopyrrolidin-3-yl)oxy)propan-2-yl)amino)-4-(trifluoromethyl)pyridazin-3(2H)-one F[C@@H]1CN(CC[C@@H]1N1C([C@@H](CC1)OC[C@H](C)NC1=C(C(NN=C1)=O)C(F)(F)F)=O)C1=NC=C(C=N1)C(F)(F)F